3-(2-amino-5-bromo-thiazol-4-yl)-2-methyl-benzonitrile NC=1SC(=C(N1)C=1C(=C(C#N)C=CC1)C)Br